mono-tert-butyl-p-cresol C(C)(C)(C)C1=CC(=CC=C1O)C